ClC1=C(C=NNC1=O)N1CC=2N(CC1)C(=NN2)C(CC#N)C2=C(C=C(C=C2)F)C(F)(F)F 3-(7-(5-chloro-6-oxo-1,6-dihydropyridazin-4-yl)-5,6,7,8-tetrahydro-[1,2,4]triazolo[4,3-a]pyrazin-3-yl)-3-(4-fluoro-2-(trifluoromethyl)phenyl)propionitrile